S(=O)(=O)(O)O.C(CCCCC)OCCCCCC monohexylether sulfate